C(OC[C@]1(O[C@H]([C@@H]2OC(O[C@@H]21)(C)C)C2=CC=C1C(=NC=NN12)N)C#N)(OC1CC1)=O ((3aS,4R,6S,6aS)-6-(4-aminopyrrolo[2,1-f][1,2,4]triazin-7-yl)-4-cyano-2,2-dimethyltetrahydrofuro[3,4-d][1,3]dioxol-4-yl)methyl cyclopropyl carbonate